oxepan-3-amine hydrochloride Cl.O1CC(CCCC1)N